diethyl-lysergic acid C(C)C1[C@](C(O)=O)(C=C2C=3C=CC=C4NC=C(C[C@H]2N1C)C34)CC